2-[(12aR)-10-chloro-7-(1H-pyrazol-1-yl)-1,2,3,4,12,12a-hexahydro-6H-pyrazino[2,1-c][1,4]benzoxazepin-9-yl]-3-fluorophenol ClC1=C(C=C(C=2CN3[C@@H](COC21)CNCC3)N3N=CC=C3)C3=C(C=CC=C3F)O